6-(azetidin-3-yl)-N-(3-chloro-2,4-difluoro-phenyl)quinazolin-4-amine N1CC(C1)C=1C=C2C(=NC=NC2=CC1)NC1=C(C(=C(C=C1)F)Cl)F